6,6-dideutero-1,4-oxaazepane hydrochloride Cl.[2H]C1(CNCCOC1)[2H]